C1SC[C@H]2[C@@H]1CC(C2)N (3aR,5s,6aS)-hexahydro-1H-cyclopenta[c]thiophen-5-amine